(1aR,5aR)-2-(2,4-Difluoro-phenyl)-1a,2,5,5a-tetrahydro-1H-2,3-diaza-cyclopropa[a]pentalene-4-carboxylic Acid (2-Hydroxy-1,1-dimethyl-ethyl)-amide OCC(C)(C)NC(=O)C=1C=2C[C@@H]3[C@H](C2N(N1)C1=C(C=C(C=C1)F)F)C3